C\1=C\C=C/N=C(\C=C1)/C/2=C/C=C\C=C/N=C2C/3=N/C=C\C=C/C=C3 terazocin